ClCC(C(C(=O)OCC)=COCC)=O ethyl 4-chloro-2-(ethoxymethylene)-3-oxo-butanoate